carbonyl-Biscaprolactam C(=O)(C1CCCCC(=O)N1)C1CCCCC(=O)N1